CN1N=CC(=C1)NC1=NC=C(C(=N1)NCC=1SC=CN1)C(=O)N 2-((1-methyl-1H-pyrazol-4-yl)amino)-4-((thiazol-2-ylmethyl)amino)pyrimidin-5-carboxamide